methyl 4-amino-2-((4-cyano-1H-pyrazol-1-yl) methoxy)-3-iodobenzoate NC1=C(C(=C(C(=O)OC)C=C1)OCN1N=CC(=C1)C#N)I